CC(C)NC(=O)O (propan-2-ylamino)carboxylic acid